C(C1=CC=CC=C1)C1=C(C(=O)O)C=CC=N1.C(C1=CN=CC=C1)(=O)OCC1=CC=CC=C1 benzyl nicotinate (Benzylnicotinate)